NC1CCN(CC1)C=1C=CC=2N(C(C=C(N2)C2=CC(=C(C=C2)OC)F)=O)C1 7-(4-aminopiperidin-1-yl)-2-(3-fluoro-4-methoxyphenyl)-4H-pyrido[1,2-a]pyrimidin-4-one